Cl.NCCCCCCNC(=O)C1=C(C=C(C=C1)NC(=O)C=1N(C(=CN1)C=1C(=NNC1)C(F)(F)F)C)C N-(4-((6-aminohexyl)carbamoyl)-3-methylphenyl)-1-methyl-5-(3-(trifluoromethyl)-1H-pyrazol-4-yl)-1H-imidazole-2-carboxamide hydrochloride